FC1=CC=C(C=C1)C=1N=CN(C1C1=NC(=NC=C1)N)C1CCNCC1 4-(4-fluorophenyl)-1-(4-piperidinyl)-5-(2-amino-4-pyrimidinyl)-imidazole